(9R)-hydroxydec-1-ene OC=CCCCCCCCC